(S)-N'-((8-cyano-1,2,3,5,6,7-hexahydro-s-indacen-4-yl)carbamoyl)-5-(2-hydroxypropan-2-yl)pyridine-3-sulfonimidamide C(#N)C=1C=2CCCC2C(=C2CCCC12)NC(=O)N=[S@@](=O)(N)C=1C=NC=C(C1)C(C)(C)O